OCC[N+]1(CCCCC1)C 1-(2-hydroxyethyl)-1-methylpiperidin-1-ium